((2-(2-cyano-[1,1'-biphenyl]-3-yl)-6-(methylthio)benzo[d]oxazol-5-yl)methyl)-L-proline C(#N)C1=C(C=CC=C1C=1OC2=C(N1)C=C(C(=C2)SC)CN2[C@@H](CCC2)C(=O)O)C2=CC=CC=C2